C(=CC1=CC=CC=C1)[GeH2]C=CC1=CC=CC=C1 distyrylgermane